1-[4-[4-[[4-[[2-(6-methyl-2-pyridyl)pyrimidin-4-yl]amino]pyrimidin-2-yl]amino]phenyl]sulfonylpiperazin-1-yl]ethanone CC1=CC=CC(=N1)C1=NC=CC(=N1)NC1=NC(=NC=C1)NC1=CC=C(C=C1)S(=O)(=O)N1CCN(CC1)C(C)=O